N(=C=O)[C@H]1COCC1 (R)-3-isocyanatotetrahydrofuran